The molecule is an N-acyl-L-alanine resulting from the formal condensation of the amino group of L-alanine with the carboxy group of (15S)-hydroperoxy-(5Z,8Z,11Z,13E)-icosatetraenoic acid. It has a role as a mammalian metabolite. It is a N-acyl-L-alanine, a lipid hydroperoxide and a N-(fatty acyl)-L-alpha-amino acid. It derives from a 15(S)-HPETE. It is a conjugate acid of a N-[(15S)-hydroperoxy-(5Z,8Z,11Z,13E)-icosatetraenoyl]alaninate. CCCCC[C@@H](/C=C/C=C\\C/C=C\\C/C=C\\CCCC(=O)N[C@@H](C)C(=O)O)OO